C(C)O[Si](CCC[Si](OCC)(OCC)OCC)(OCC)OCC 3-(triethoxysilyl)propyltriethoxysilane